4-([1,1'-biphenyl]-4-yl)-2-methyl-N-(tetrahydro-2H-pyran-4-yl)quinoline-6-carboxamide C1(=CC=C(C=C1)C1=CC(=NC2=CC=C(C=C12)C(=O)NC1CCOCC1)C)C1=CC=CC=C1